FC(C(=O)O)(F)F.C1NCC[C@@]12OCCN(C2)CC=2C=CC(=NC2)NC2=NC=C(C(=N2)C=2C=C(C1=C(N(C(=N1)C)C(C)C)C2)F)F (R)-N-(5-((6-oxa-2,9-diazaspiro[4.5]decan-9-yl)methyl)pyridin-2-yl)-5-fluoro-4-(4-fluoro-1-isopropyl-2-methyl-1H-benzo[d]imidazol-6-yl)pyrimidin-2-amine 2,2,2-trifluoroacetate